BrC=1C(=CC(=NC1)OC[C@H](C)NS(=O)(=O)C(F)(F)F)C(=O)NC1(CC1)C#N 5-bromo-N-(1-cyanocyclopropyl)-2-[(2S)-2-(trifluoromethylsulfonylamino)propoxy]pyridine-4-carboxamide